FC1=C(C(=C(C2=CC3=CC=CC=C3C=C12)Cl)F)F trifluoro-chloroanthracene